6-amino-N-{2-[3-amino-4-(2-methoxypropoxy)pyrrolidin-1-yl]-3-fluoro-5,6,7,8-tetrahydroquinolin-6-yl}-2-methylthieno[2,3-d][1,3]thiazole-5-carboxamide NC1=C(SC=2N=C(SC21)C)C(=O)NC2CC=1C=C(C(=NC1CC2)N2CC(C(C2)OCC(C)OC)N)F